FC1=CC=CC2=C1C1NC(N(C(O2)(C1)C)C1=CC(=CC=C1)C(=O)N1CC2=CC=CC=C2CC1)=O 7-Fluoro-2-methyl-3-(3-(1,2,3,4-tetrahydroisoquinoline-2-carbonyl)phenyl)-5,6-dihydro-2H-2,6-methanobenzo[g][1,3,5]oxadiazocin-4(3H)-one